(E)-6-(6-ethoxypyridin-3-yl)-N'-((1-methyl-1H-imidazol-5-yl)methylene)pyrazine-2-carbohydrazide C(C)OC1=CC=C(C=N1)C1=CN=CC(=N1)C(=O)N/N=C/C1=CN=CN1C